1-methylamino-2,3-dihydroxynaphthalene CNC1=C(C(=CC2=CC=CC=C12)O)O